C(=O)NNC=O N,N'-diformylhydrazine